BrC=1C=C(C=C2C(=CC(=NC12)N1CCN(CC1)C(=O)OC(C)(C)C)C#N)C tert-butyl 4-(8-bromo-4-cyano-6-methylquinolin-2-yl)piperazine-1-carboxylate